5-(chloromethyl)-3-((1R,5S,6R)-3-(4-chloropyridin-2-yl)-3-azabicyclo[3.1.0]hex-6-yl)-1,2,4-oxadiazole ClCC1=NC(=NO1)C1[C@H]2CN(C[C@@H]12)C1=NC=CC(=C1)Cl